3-((S)-2-hydroxy-3-((R)-8-(1-methyl-2,3-dihydro-1H-pyrido[2,3-b][1,4]oxazin-7-ylsulfonyl)-1-oxa-8-azaspiro[4.5]dec-3-ylamino)propoxy)-N-methoxybenzenesulfonamide O[C@H](COC=1C=C(C=CC1)S(=O)(=O)NOC)CN[C@H]1COC2(C1)CCN(CC2)S(=O)(=O)C2=CC1=C(OCCN1C)N=C2